C(CC)OCC(OCC(C)=O)C 1-(2-n-propoxy-1-methylethoxy)2-propanone